ClC=1C=NC(=NC1)N[C@H]1CN(CC1)C(=O)C=1SC(=C(N1)NC(C=C)=O)C (R)-N-(2-(3-((5-chloropyrimidin-2-yl)amino)pyrrolidine-1-carbonyl)-5-methylthiazol-4-yl)acrylamide